2-(5-chloro-2-(isobutyryloxy)-3-(4-methylbenzoyl-oxy)benzylideneamino)-3-methylbutanoic acid ClC=1C=C(C(=C(C=NC(C(=O)O)C(C)C)C1)OC(C(C)C)=O)OC(C1=CC=C(C=C1)C)=O